CCC(CC)C1=NC=2N(C(=C1)N[C@@H]1C[C@H](CC1)N)N=CC2 (1S,3S)-3-N-(5-pentan-3-ylpyrazolo[1,5-a]pyrimidin-7-yl)cyclopentane-1,3-diamine